C1(=CC=C(C=C1)C1(CC(=C(C2=CC=CC=C12)N)\N=N\[H])S(=O)(=O)N)C1=CC=C(C=C1)C1(CC(=C(C2=CC=CC=C12)N)\N=N\[H])S(=O)(=O)N 1,1'-([1,1'-biphenyl]-4,4'-diyl)bis{4-amino-3-[(E)-diazenyl]naphthalene-1-sulfonamide}